C(C)(=O)NCCCC=O N-Acetyl-4-AminoButanal